C(C)N(CCO)CC N,N-diethyl-ethanolamine